Tert-Butyl {3,3-Difluoro-2-[5-Fluoro-4-(2-Hydroxypropan-2-yl)-6-Phenylpyridin-2-yl]-2-Hydroxypropyl}Carbamate FC(C(CNC(OC(C)(C)C)=O)(O)C1=NC(=C(C(=C1)C(C)(C)O)F)C1=CC=CC=C1)F